6-[2-(trifluoromethyl)-1-piperidinyl]-1H-pyridin-2-one FC(C1N(CCCC1)C1=CC=CC(N1)=O)(F)F